FC(C1=NN2C(C(NC=C2)=O)=C1)(F)F 2-(trifluoromethyl)pyrazolo[1,5-a]pyrazin-4(5H)-one